racemic-1-(5-(7-bromo-1H-benzo[d]imidazole-4-carbonyl)-2-(4-cyclopropyl-2-hydroxyphenyl)-2,3,4,5,5a,6,8,9-octahydro-7H-1,2,5,7-tetraazabenzo[cd]azulen-7-yl)prop-2-en-1-one BrC1=CC=C(C2=C1NC=N2)C(=O)N2CCC=1N(N=C3CCN(C[C@H]2C13)C(C=C)=O)C1=C(C=C(C=C1)C1CC1)O |r|